C(C1=CC=CC=C1)OC1=CC=C(C=C1)CC(=O)OC methyl p-benzyloxyphenylacetate